N-methyl-3-(1-methyl-1H-imidazol-4-yl)-4-((5-(Pentafluoro-λ6-sulfanyl)pyridin-2-yl)amino)benzenesulfonamide CNS(=O)(=O)C1=CC(=C(C=C1)NC1=NC=C(C=C1)S(F)(F)(F)(F)F)C=1N=CN(C1)C